1-(Dimethylcarbamoyl)piperidine-4-carboxylic acid [3-(1-ethyl-8-oxo-spiro[6,7-dihydro-4H-pyrazolo[3,4-c]azepin-5,4'-tetrahydropyran]-3-yl)-2,2-dimethyl-propyl] ester C(C)N1N=C(C2=C1C(NCC1(CCOCC1)C2)=O)CC(COC(=O)C2CCN(CC2)C(N(C)C)=O)(C)C